tert-butyl (S,E)-(3-(3-(((7-fluoro-3-methylbenzofuran-2-yl)methyl)(methyl)amino)-3-oxoprop-1-en-1-yl)-8-oxo-6,7,8,9-tetrahydro-5H-pyrido[2,3-b]azepin-7-yl)carbamate FC1=CC=CC=2C(=C(OC21)CN(C(/C=C/C2=CC1=C(NC([C@H](CC1)NC(OC(C)(C)C)=O)=O)N=C2)=O)C)C